CC1=CC=2C(C(C3=CC(=CC=C3C2C=C1)C=1SC(=CC1CCCCCCCC)C)=O)=O 2-methyl-7-(5-methyl-3-octyl-thiophene-2-yl)phenanthrene-9,10-dione